2-((S)-1-Acryloyl-4-((R)-2-(2-(dimethylamino)ethoxy)-7-((S)-2-methylindolin-1-yl)-5,6,7,8-tetrahydroquinazolin-4-yl)piperazin-2-yl)acetonitrile C(C=C)(=O)N1[C@H](CN(CC1)C1=NC(=NC=2C[C@@H](CCC12)N1[C@H](CC2=CC=CC=C12)C)OCCN(C)C)CC#N